(5S)-4-(2,5-dichloropyrimidin-4-yl)-2,2,5-trimethyl-morpholine ClC1=NC=C(C(=N1)N1CC(OC[C@@H]1C)(C)C)Cl